C(C)(C)C=1C(=CC(=NC1)\C=C\C1=CC=CC=C1)OC=1C(=NC(=NC1)N)N (E)-5-((5-isopropyl-2-styrylpyridin-4-yl)oxy)pyrimidine-2,4-diamine